The molecule is a member of the class of benzimidazoles that is 2-aminobenzimidazole in which the primary amino group is substituted by a methoxycarbonyl group. A fungicide, carbendazim controls Ascomycetes, Fungi Imperfecti, and Basidiomycetes on a wide variety of crops, including bananas, cereals, cotton, fruits, grapes, mushrooms, ornamentals, peanuts, sugarbeet, soybeans, tobacco, and vegetables. It has a role as an antinematodal drug, a metabolite, a microtubule-destabilising agent and an antifungal agrochemical. It is a carbamate ester, a member of benzimidazoles, a benzimidazole fungicide and a benzimidazolylcarbamate fungicide. It derives from a 2-aminobenzimidazole. COC(=O)NC1=NC2=CC=CC=C2N1